BrCC(=O)NCCOCC(=O)NC(C(=O)O)CC[NH2+]C(COCCOCC[NH2+]C(CCCC(=O)O)=O)=O 2-(2-(2-(2-bromoacetamido)ethoxy)acetamido)-6,15-dioxo-8,11-dioxa-5,14-diazonianonadecanedioic acid